tert-butyl (4-(5-(2-hydroxypropan-2-yl)-3-(trifluoromethyl)-1H-pyrazol-1-yl)benzyl)carbamate OC(C)(C)C1=CC(=NN1C1=CC=C(CNC(OC(C)(C)C)=O)C=C1)C(F)(F)F